C1(CCCC1)S(=O)(=O)C1=CC(=CS1)C(=O)N1CC2(C3=CC(=CC=C13)NS(=O)(=O)C)CCC1(CC2)CC1 N-(1''-(5-(cyclopentylsulfonyl)thiophene-3-carbonyl)dispiro[cyclopropane-1,1'-cyclohexane-4',3''-indolin]-5''-yl)methanesulfonamide